(R)-5-(6-(2-hydroxy-6-methyl-4-(trifluoromethyl)phenyl)-2H-pyrazolo[3,4-b]pyridin-2-yl)-1-isopropylpiperidin-2-one OC1=C(C(=CC(=C1)C(F)(F)F)C)C=1C=CC=2C(N1)=NN(C2)[C@@H]2CCC(N(C2)C(C)C)=O